5-cyclopropyl-7-fluoro-3,3-dimethylindolin-2-one C1(CC1)C=1C=C2C(C(NC2=C(C1)F)=O)(C)C